The molecule is a monocarboxylic acid anion that is the conjugate base of zofenopril, obtained by deprotonation of the carboxy group. It is a conjugate base of a zofenopril. C[C@H](CSC(=O)C1=CC=CC=C1)C(=O)N2C[C@H](C[C@H]2C(=O)[O-])SC3=CC=CC=C3